BrC(CNC)S(=O)(=O)N1[C@H](CN(CC1)C(=O)OC(C)(C)C)CC#N tert-butyl (3S)-4-((1-bromo-2-(methylamino)ethyl)sulfonyl)-3-(cyanomethyl)piperazine-1-carboxylate